NCC1=CC=C(NC2=CC=C(C=C2)N2CC(CC2)C(F)(F)F)C=C1 4-(aminomethyl)-N-(4-(3-(trifluoromethyl)pyrrolidin-1-yl)phenyl)aniline